COC(=O)C1=CC(=C2C(=N1)CCC2)CO.OC2=C(C=CC1=CC=CC=C21)NC(CCC)=O N-(1-hydroxy-2-naphthyl)butanamide methyl-4-(hydroxymethyl)-6,7-dihydro-5H-cyclopenta[b]pyridine-2-carboxylate